diethyl 2-benzyl-2-(((2r,3s,4r,5r)-5-(5-chloro-7-(isopropylamino)-3H-imidazo[4,5-b]pyridin-3-yl)-3-ethynyl-3,4-dihydroxytetrahydrofuran-2-yl) methoxy)-malonate C(C1=CC=CC=C1)C(C(=O)OCC)(C(=O)OCC)OC[C@H]1O[C@H]([C@@H]([C@@]1(O)C#C)O)N1C=NC=2C1=NC(=CC2NC(C)C)Cl